[(1R,2R)-2-({6-[2-hydroxy-4-(trifluoromethyl)phenyl]-5-tert-Butyl methyl-1,2,4-triazin-3-yl}amino)cyclohexyl]carbamate OC1=C(C=CC(=C1)C(F)(F)F)C1=C(N=C(NN1C)N[C@H]1[C@@H](CCCC1)NC([O-])=O)C(C)(C)C